ClC1=C(C=CC(=C1OC=1C(=C2C(N(C=NC2=CC1)C)=O)C)F)NS(=O)(=O)CCC N-{2-chloro-3-[(3,5-dimethyl-4-oxo-3,4-dihydroquinazolin-6-yl)oxy]-4-fluorophenyl}propane-1-sulfonamide